(((4-(1-cyclopropyl-3-ethoxy-3-oxopropyl)pyridin-2-yl)oxy)methyl)piperidine-1-carboxylic acid tert-butyl ester C(C)(C)(C)OC(=O)N1C(CCCC1)COC1=NC=CC(=C1)C(CC(=O)OCC)C1CC1